2-methylthioethyl Carbamate (2-methylthioethyl carbamate) CSCCNC(O)=O.C(N)(OCCSC)=O